3-(Furan-3-ylmethyl)-5-(trifluoromethoxy)benzaldehyde O1C=C(C=C1)CC=1C=C(C=O)C=C(C1)OC(F)(F)F